CC=1C(=C2C=NNC2=CC1C)N1CC=2N=C(N=C(C2CC1)N1C[C@@H](N(CC1)C(C(=C)F)=O)CC#N)OC[C@H]1N(CCC1)C 2-[(2S)-4-[7-(5,6-dimethyl-1H-indazol-4-yl)-2-[[(2S)-1-methylpyrrolidin-2-yl]methoxy]-6,8-dihydro-5H-pyrido[3,4-d]pyrimidin-4-yl]-1-(2-fluoroprop-2-enoyl)piperazin-2-yl]acetonitrile